O6-[2-(hydroxymethyl)-2-[[6-[(Z)-non-3-enoxy]-6-oxo-hexanoyl]oxymethyl]-3-(norbornane-1-carbonyloxy)propyl] O1-[(Z)-non-3-enyl] hexanedioate C(CCCCC(=O)OCC(COC(=O)C12CCC(CC1)C2)(COC(CCCCC(=O)OCC\C=C/CCCCC)=O)CO)(=O)OCC\C=C/CCCCC